C1(CCCCC1)[C@H](C)NCC1=C2C(=NC(=C1)C(=O)N)C(CC2)(C)C 4-((((S)-1-cyclohexylethyl)amino)methyl)-7,7-dimethyl-6,7-dihydro-5H-cyclopenta[b]pyridine-2-carboxamide